1-Phenylpyrrol C1(=CC=CC=C1)N1C=CC=C1